BrC=1C(=C2C(=NC1)NC(=N2)C2=C(N(C(=C2)C)C=2C(=C(C=CC2)CNS(=O)=O)C)C)N[C@@H]2CN(CC2)S(=O)(=O)CC N-(3-(3-(6-bromo-7-(((S)-1-(ethylsulfonyl)pyrrolidin-3-yl)amino)-3H-imidazo[4,5-b]pyridin-2-yl)-2,5-dimethyl-1H-pyrrol-1-yl)-2-methylphenyl)methylsulfonamide